methyl 4-((2R,3S,4S,5R)-3-(4-(difluoromethoxy)-3-fluoro-2-methoxyphenyl)-4,5-dimethyl-5-(trifluoromethyl)tetrahydrofuran-2-carboxamido)picolinate FC(OC1=C(C(=C(C=C1)[C@H]1[C@@H](O[C@]([C@H]1C)(C(F)(F)F)C)C(=O)NC1=CC(=NC=C1)C(=O)OC)OC)F)F